BrC1=CC(=C(C(=C1)OC[C@@H]1NCCC1)C1=CC(=NN1)NC=1N=CC(=NC1)C#N)OC (R)-5-((5-(4-bromo-2-methoxy-6-(pyrrolidin-2-ylmethoxy)phenyl)-1H-pyrazol-3-yl)amino)pyrazine-2-carbonitrile